CC=CCCCC hept-2-en